FC(C(C(F)(F)OCC)(C(F)(F)F)F)(F)F ethyl nonafluoro-isobutyl Ether